ClC1=C(C=CC=C1F)C=1C(N(C(N(C1)CC(=O)N1CCC(CC1)N1C(NC2=C(CC1)C=C(C=C2)SC)=O)=O)[C@H](COC)C)=O 5-(2-chloro-3-fluoro-phenyl)-3-[(1S)-2-methoxy-1-methyl-ethyl]-1-[2-[4-(7-methylsulfanyl-2-oxo-4,5-dihydro-1H-1,3-benzodiazepin-3-yl)-1-piperidyl]-2-oxo-ethyl]pyrimidine-2,4-dione